FC1=C(C=C(C=C1)NC(=O)C=1C(=C(N(C1C)C)C(C(=O)N[C@H](C(=O)O)C(C)(C)C)=O)C)C (S)-2-(2-(4-((4-fluoro-3-methylphenyl)carbamoyl)-1,3,5-trimethyl-1H-pyrrol-2-yl)-2-oxoacetamido)-3,3-dimethylbutanoic acid